2-(4-methoxy-3-(3-methylphenoxyethoxy)benzamido)-2,3-dihydro-1H-indene-2-carboxylic acid COC1=C(C=C(C(=O)NC2(CC3=CC=CC=C3C2)C(=O)O)C=C1)OCCOC1=CC(=CC=C1)C